BrC1=CC=C(C=C1)NC(=O)NN1C(NC(C1=O)(C)CCC1=CC=C(C=C1)F)=O 1-(4-bromophenyl)-3-{4-[2-(4-fluorophenyl)ethyl]-4-methyl-2,5-dioxoimidazolidin-1-yl}urea